2-[1-(4-bromo-2-methyl-pyrazol-3-yl)ethoxy]ethanol BrC1=C(N(N=C1)C)C(C)OCCO